The molecule is a member of the class of chromenes that is 2H-1-benzopyran-7-ol acetate substituted butyl groups at positions 2 and 2, a methyl group at position 4 and a 4-methoxyphenyl group at position 3 respectively. It is an acetate ester, a member of chromenes and a monomethoxybenzene. CCCCC1(C(=C(C2=C(O1)C=C(C=C2)OC(=O)C)C)C3=CC=C(C=C3)OC)CCCC